[4-(6-amino-5-chloro-pyrimidin-4-yl)oxy-3-fluoro-phenyl]-1-(4-hydroxy-2-pyridinyl)-5-(trifluoromethyl)pyrazole-4-carboxamide NC1=C(C(=NC=N1)OC1=C(C=C(C=C1)C1=NN(C(=C1C(=O)N)C(F)(F)F)C1=NC=CC(=C1)O)F)Cl